CC1=CC=C(C=C1)S(=O)(=O)N1[C@@H]2[C@H](O[C@@H](C1)\C=C\C1=CC=CC=C1)CCC2 |o1:11,12,14| rel-(2R,4aS,7aR)-4-(4-methylbenzenesulfonyl)-2-[(1E)-2-phenylethenyl]-octahydrocyclopenta[b][1,4]oxazine